methyl 3-(2,4-dimethoxybenzyl)-2,4-dioxo-1,2,3,4-tetrahydroquinazoline-7-carboxylate COC1=C(CN2C(NC3=CC(=CC=C3C2=O)C(=O)OC)=O)C=CC(=C1)OC